benzo[4,5]thieno[3,2-b]pyridine-6-carbonitrile N1=C2C(=CC=C1)SC1=C2C=CC=C1C#N